OC1(CCN(CC1)C(=O)OC(C)(C)C)C tert-Butyl 4-hydroxy-4-methylpiperidine-1-carboxylate